C(C)C(C(=O)OCC(OC(C(CCCC)CC)=O)COC(C(CCCC)CC)=O)CCCC glycerin tri(ethyl hexanoate)